1-(4-fluorophenyl)-N-[5-[[6-[1-(2-methylpropanoyl)-4-piperidyl]-1,7-naphthyridin-4-yl]oxy]-2-pyridyl]-2-oxo-pyridine-3-carboxamide FC1=CC=C(C=C1)N1C(C(=CC=C1)C(=O)NC1=NC=C(C=C1)OC1=CC=NC2=CN=C(C=C12)C1CCN(CC1)C(C(C)C)=O)=O